FC(CCCCN1CCC(CC1)C1=NOC2=C1C=CC(=C2)F)(F)C2CN1C(CCC3=CC=CC2=C13)=O (1,1-difluoro-5-(4-(6-fluorobenzo[d]isoxazol-3-yl)piperidin-1-yl)pentyl)-5,6-dihydro-1H-pyrrolo[3,2,1-ij]quinolin-4(2H)-one